N-(2,2'-dichloro-3'-(6-ethyl-5-((3-hydroxyazetidin-1-yl)methyl)pyridin-2-yl)-[1,1'-biphenyl]-3-yl)-1,3-dimethyl-2,4-dioxo-1,2,3,4-tetrahydropyrimidine-5-carboxamide ClC1=C(C=CC=C1NC(=O)C=1C(N(C(N(C1)C)=O)C)=O)C1=C(C(=CC=C1)C1=NC(=C(C=C1)CN1CC(C1)O)CC)Cl